CCCC(CC(CCCCCCCCCCCC)O)O octadecane-4,6-diol